2,3,6,7-naphthalenetetracarboxylic acid 2,3:6,7-dianhydride C1=C2C(=CC3=CC4=C(C=C13)C(=O)OC4=O)C(=O)OC2=O